1-[4-(6-benzyloxy-2-indan-5-yl-3,4-dihydronaphthalen-1-yl)phenyl]-4-(dimethoxymethyl)piperidine C(C1=CC=CC=C1)OC=1C=C2CCC(=C(C2=CC1)C1=CC=C(C=C1)N1CCC(CC1)C(OC)OC)C=1C=C2CCCC2=CC1